NC=1C2=C(N=CN1)N(C=C2C=2C(=C(C=CC2)NS(=O)(=O)C=2SC(=CC2)Br)F)C2CCN(CC2)C 5-bromo-thiophene-2-sulfonic acid {3-[4-amino-7-(1-methyl-piperidin-4-yl)-7H-pyrrolo[2,3-d]pyrimidin-5-yl]-2-fluoro-phenyl}-amide